ClC1=CC(=C2C(=CNC2=C1Cl)N1C=NC=C1)OCC#N 2-[(6,7-dichloro-3-imidazol-1-yl-1H-indol-4-yl)oxy]acetonitrile